sodium nickel iron manganate oxide [Mn](=O)(=O)([O-])([O-])=O.[Fe+2].[Ni+2].[Na+]